2-aminoheptaneic acid NC(C(=O)O)CCCCC